FC(C1(C2=CC(=C(C=C2OC=2C=C(C(=CC12)C(=O)O)C(=O)O)C(=O)O)C(=O)O)C(F)(F)F)(F)F 9,9-bis(trifluoromethyl)-2,3,6,7-xanthenetetracarboxylic acid